[Si](C1=CC=CC=C1)(C1=CC=CC=C1)(C(C)(C)C)OCCC1CCC(CC1)N1N=C(N=C1)C=1C(=CC(=NC1)N1N=CC=2C1=NC=C(C2)C#N)N[C@H](C)C#N 1-(5-(1-((1r,4R)-4-(2-((tert-butyldiphenylsilyl)oxy)ethyl)cyclohexyl)-1H-1,2,4-triazol-3-yl)-4-(((R)-1-cyanoethyl)amino)pyridin-2-yl)-1H-pyrazolo[3,4-b]pyridine-5-carbonitrile